(R)-tert-butyl 4-(2-ethoxy-2-oxoethyl)-3-(trifluoromethyl)piperazine-1-carboxylate C(C)OC(CN1[C@H](CN(CC1)C(=O)OC(C)(C)C)C(F)(F)F)=O